BrC=1C=C(NC2=CC(=CC=C2)Br)C=CC1 3-bromo-N-(3-bromophenyl)aniline